5-[6-(6-{[2,2,6,6-tetramethylpiperidin-4-yl]oxy}pyridazin-3-yl)-5-hydroxypyridin-3-yl]-2-methyl-2H-indazole-7-carbonitrile CC1(NC(CC(C1)OC1=CC=C(N=N1)C1=C(C=C(C=N1)C1=CC2=CN(N=C2C(=C1)C#N)C)O)(C)C)C